2,4,6-tris(4-bromo-phenyl)-1,3,5-triazine BrC1=CC=C(C=C1)C1=NC(=NC(=N1)C1=CC=C(C=C1)Br)C1=CC=C(C=C1)Br